C(#N)C(C(=O)OCCCCCC)=C n-hexyl α-cyanoacrylate